(R)-1-((4'-(((S)-3-((4-(4-Aminopyrimidin-2-yl)-1,3-dimethyl-1H-pyrazol-5-yl)oxy)butyl)amino)-6'-chloro-3-fluoro-[2,3'-bipyridin]-5-yl)methyl)pyrrolidin-3-ol NC1=NC(=NC=C1)C=1C(=NN(C1O[C@H](CCNC1=C(C=NC(=C1)Cl)C1=NC=C(C=C1F)CN1C[C@@H](CC1)O)C)C)C